COCCN1C=NC2=C(C=C(N=C12)N1N=C(C=C1CN)C=1C=C(C=CC1)C)N1CCOCC1 ({1-[3-(2-methoxyethyl)-7-morpholino-3H-1,3,4-triazainden-5-yl]-3-(m-tolyl)-5-pyrazolyl}methyl)amine